(7α,17β)-7-[9-[(4,4,5,5,5-pentafluoropentyl)sulfinyl]nonyl]-estra-1,3,5(10)-trien-3,17-diol 3-triflate S(=O)(=O)(C(F)(F)F)OC1=CC=2C[C@H]([C@H]3[C@@H]4CC[C@@H]([C@@]4(C)CC[C@@H]3C2C=C1)O)CCCCCCCCCS(=O)CCCC(C(F)(F)F)(F)F